(S)-tert-butyl (2,4-dimethyl-1-((4-(quinolin-4-yl)naphthalen-1-yl)oxy)pentan-2-yl)carbamate C[C@@](COC1=CC=C(C2=CC=CC=C12)C1=CC=NC2=CC=CC=C12)(CC(C)C)NC(OC(C)(C)C)=O